2-(bromomethyl)-6-chloro-3-methylpyridine BrCC1=NC(=CC=C1C)Cl